5,15-bis(4-ethynylphenyl)-10,20-bis(fluorophenyl)porphyrin C(#C)C1=CC=C(C=C1)C=1C2=CC=C(N2)C(=C2C=CC(C(=C3C=CC(=C(C=4C=CC1N4)C4=C(C=CC=C4)F)N3)C3=CC=C(C=C3)C#C)=N2)C2=C(C=CC=C2)F